phenyl-phosphinic acid sodium salt [Na+].C1(=CC=CC=C1)P([O-])=O